N-(6-(2-methyloxazol-5-yl)isoquinolin-3-yl)cyclohexanecarboxamide CC=1OC(=CN1)C=1C=C2C=C(N=CC2=CC1)NC(=O)C1CCCCC1